[N+](=O)([O-])C1=C(C=CC(=C1)[N+](=O)[O-])NN L-2,4-Dinitrophenylhydrazine